FC(S(=O)(=O)OC=1COCC1C#N)(F)F (4-cyano-2,5-dihydrofuran-3-yl) trifluoromethanesulfonate